ClC1=C(C=CC=C1C=1C(=C(C=NC1)C1=NC(=C(C=C1)CNC[C@@H]1NC(CC1)=O)OC)Cl)NC(=O)C=1C(N(C(N(C1)C)=O)C)=O (R)-N-(2-chloro-3-(4'-chloro-6-methoxy-5-((((5-oxopyrrolidin-2-yl)methyl)amino)methyl)-[2,3'-bipyridin]-5'-yl)phenyl)-1,3-dimethyl-2,4-dioxo-1,2,3,4-tetrahydropyrimidine-5-carboxamide